NC=1C2=C(N=CN1)N(C(=C2C2=CC[C@@H](CC2)C(=O)NCC(C)(C)OC)C2=CC=C(C=C2)NC(C(=C)C)=O)C (R)-4-(4-amino-6-(4-methacrylamido-phenyl)-7-methyl-7H-pyrrolo[2,3-d]pyrimidin-5-yl)-N-(2-methoxy-2-methylpropyl)cyclohex-3-ene-1-carboxamide